C1(=CC=CC=C1)[C@H]1CC[C@H](CC1)OCC1C2(CCOC(N2)=O)CCCN1 7-({[(cis)-4-phenylcyclohexyl]oxy}methyl)-3-oxa-1,8-diazaspiro[5.5]undecan-2-one